2,3-dihydroxy-1,4-bis(diphenylphosphino)butane OC(CP(C1=CC=CC=C1)C1=CC=CC=C1)C(CP(C1=CC=CC=C1)C1=CC=CC=C1)O